rac-2-allyl-1-(3-ethyl-3-hydroxy-2,3-dihydro-1H-inden-5-yl)-6-((4-(4-methylpiperazin-1-yl)phenyl)amino)-1,2-dihydro-3H-pyrazolo[3,4-d]Pyrimidin-3-one C(C=C)N1N(C2=NC(=NC=C2C1=O)NC1=CC=C(C=C1)N1CCN(CC1)C)C=1C=C2[C@@](CCC2=CC1)(O)CC |r|